C(C1=C(C(=CC(=C1)CCCCCCCCC)C(C1=CC=CC=C1)(C)C)O)C1=C(C(=CC(=C1)CCCCCCCCC)C(C1=CC=CC=C1)(C)C)O 2,2'-Methylen-bis-[6-(α,α-dimethylbenzyl)-4-nonyl-phenol]